4-(2-(bicyclo[1.1.1]pentan-1-ylamino)-2-oxoacetyl)-3-chloro-1-methyl-1H-pyrrole-2-carboxylic acid methyl ester COC(=O)C=1N(C=C(C1Cl)C(C(=O)NC12CC(C1)C2)=O)C